5-amino-1-cyclopentyl-3-[4-[1-hydroxy-2-[(2-methoxybenzoyl)amino]ethyl]-3-methyl-phenyl]pyrazole-4-carboxamide NC1=C(C(=NN1C1CCCC1)C1=CC(=C(C=C1)C(CNC(C1=C(C=CC=C1)OC)=O)O)C)C(=O)N